guanidinium lead iodine [I+].[Pb+2].NC(=[NH2+])N